NC(CC(=O)O)CCCCCCCCCCC 3-aminotetradecanoic acid